[2-[2-(3,4-Dihydroxyphenyl)vinyl]-8-hydroxyquinolin-7-yl]-pyridin-4-yl-methanone OC=1C=C(C=CC1O)C=CC1=NC2=C(C(=CC=C2C=C1)C(=O)C1=CC=NC=C1)O